FC=1C=C(COC[C@H](COCCCCCCCCCCCCCCCCCC)O)C=C(C1)S(=O)(=O)C (S)-1-((3-fluoro-5-(methylsulfonyl)benzyl)oxy)-3-(octadecyloxy)propan-2-ol